ClC1=C(C=CC(=C1)OCCN1CCNCC1)C=1N(C2=NC=NC(=C2N1)OC1(CC1)C)CC1=NC=CC=C1 8-(2-chloro-4-(2-(piperazin-1-yl)ethoxy)phenyl)-6-(1-methylcyclopropoxy)-9-(pyridin-2-ylmethyl)-9H-purine